(2S,3S,4R,5R)-5-(6-(benzylamino)-2-(5-methylpyridin-3-yl)-9H-purin-9-yl)-3,4-dihydroxy-N-methyltetrahydrofuran-2-carboxamide C(C1=CC=CC=C1)NC1=C2N=CN(C2=NC(=N1)C=1C=NC=C(C1)C)[C@H]1[C@@H]([C@@H]([C@H](O1)C(=O)NC)O)O